2-(4-((4-ethylpiperazin-1-yl)methyl)phenyl)thiazole-4-carboxylic acid ethyl ester C(C)OC(=O)C=1N=C(SC1)C1=CC=C(C=C1)CN1CCN(CC1)CC